FC1=C(C=CC(=C1)C1(CCNCC1)O)C=1N=C2SC3=C(N2C1)C=CC(=C3)C(=O)NCCCN3CCC(CC3)F 2-(2-fluoro-4-(4-hydroxypiperidin-4-yl)phenyl)-N-(3-(4-fluoropiperidin-1-yl)propyl)benzo[d]imidazo[2,1-b]thiazole-7-carboxamide